ethyl 4-(3-chloro-4-methoxybenzylamino)-2-methylthiopyrimidine-5-carboxylate ClC=1C=C(CNC2=NC(=NC=C2C(=S)OCC)C)C=CC1OC